N-(8,9-difluoro-6-oxo-1,2,3,4,5,6-hexahydrobenzo[c][1,7]naphthyridin-1-yl)-6-(difluoromethyl)-5-fluoro-N-methyl-1H-indole-2-carboxamide FC=1C(=CC2=C(C(NC=3CNCC(C23)N(C(=O)C=2NC3=CC(=C(C=C3C2)F)C(F)F)C)=O)C1)F